C(C)(C)(C)OC(=O)N1C=NC=2N=CNCC12 Purine-7(6H)-carboxylic acid tert-butyl ester